N-(2-(1-(cyclopropylsulfonyl)-1H-pyrazol-4-yl)pyrimidin-4-yl)-1-isopropyl-3-(4-(Piperazin-1-yl)piperidin-1-yl)-1H-pyrazolo[4,3-c]pyridin-6-amine C1(CC1)S(=O)(=O)N1N=CC(=C1)C1=NC=CC(=N1)NC1=CC2=C(C=N1)C(=NN2C(C)C)N2CCC(CC2)N2CCNCC2